3-(5-bromo-3-methyl-1-oxoisoindolin-2-yl)piperidine-2,6-dione 3-(4-(6-(methylcarbamoyl)pyridin-3-yl)piperazin-1-yl)cyclobutane-1-carboxylate CNC(=O)C1=CC=C(C=N1)N1CCN(CC1)C1CC(C1)C(=O)O.BrC=1C=C2C(N(C(C2=CC1)=O)C1C(NC(CC1)=O)=O)C